1-(1-(2-((1s,3s)-3-methoxycyclobutyl)-3-oxo-2,3-dihydro-1H-pyrazolo[3,4-b]pyridin-5-yl)piperidin-4-yl)-1-methyl-3-(1-methyl-2-oxo-5-(trifluoromethyl)-1,2-dihydropyridin-3-yl)urea COC1CC(C1)N1NC2=NC=C(C=C2C1=O)N1CCC(CC1)N(C(=O)NC=1C(N(C=C(C1)C(F)(F)F)C)=O)C